(2-fluoroethyl) (3,3,3-trifluoropropyl) sulfate S(=O)(=O)(OCCF)OCCC(F)(F)F